C(CC(CCCCC)O)O 1,3-OCTANEDIOL